CS(=O)(=O)OCCOCCOCCOCCOCCOCC(=O)OCC Ethyl 2-[2-[2-[2-[2-(2-methylsulfonyloxyethoxy)ethoxy]ethoxy]ethoxy]ethoxy]acetate